calcium-calcium chloride [Cl-].[Ca+2].[Ca+2].[Cl-].[Cl-].[Cl-]